C(C1=CC=CC=C1)N1CCC(CC1)(N)C1=C(C=CC=C1)F 1-benzyl-4-(2-fluorophenyl)piperidin-4-amine